ClC1=CC=C(CN2N=C(C=CC2=O)C=2C=NC(=CC2)OC)C=C1 2-(4-chlorobenzyl)-6-(6-methoxypyridin-3-yl)pyridazin-3(2H)-one